COC(CCC1=CC(=NC=C1)C(=O)OC)=O methyl 4-(3-methoxy-3-oxopropyl)picolinate